F[C@@]12[C@@H](CNCC1)CN(C2=O)C=2C(=CC(=C(C(=O)O)C2)C)C 5-((3aS,7aR)-7a-fluoro-1-oxooctahydro-2H-pyrrolo[3,4-c]pyridin-2-yl)-2,4-dimethylbenzoic acid